N,N'-bis-(salicylidene)-2-hydroxyphenylmethanediamine C(C=1C(O)=CC=CC1)=NC(N=CC=1C(O)=CC=CC1)C1=C(C=CC=C1)O